(2E)-3-[(ethylimino)(3-fluoro-4-methoxyphenyl)oxo-λ6-sulfanyl]prop-2-en C(C)N=S(/C=C/C)(=O)C1=CC(=C(C=C1)OC)F